ClC=1C=C(C=CC1F)[C@H](NC(=O)N1[C@@H](C(NCC1)=O)C)[C@@H]1C[C@@H](C1)OC(F)F (2R)-N-((R)-(3-chloro-4-fluorophenyl)(cis-3-(difluoromethoxy)cyclobutyl)methyl)-2-methyl-3-oxopiperazine-1-carboxamide